O1C2=C(OCC1)C(=CC=C2)CC(=O)OC methyl 2-(2,3-dihydrobenzo[b][1,4]dioxin-5-yl)acetate